N[C@@H](C(=O)N[C@@H](C(=O)N[C@@H](C(=O)N[C@@H](C(=O)N1CCC2(C(NC(N2)=O)=O)CC1)CCCCNCCOCCOC)CC(C)C)CC1=CC=CC=C1)CC1=CC=CC=C1 8-((R)-2-((R)-2-((R)-2-((R)-2-amino-3-phenylpropanamido)-3-phenylpropanamido)-4-methyl-pentanamido)-6-(2-(methoxyethoxy)ethylamino)hexanoyl)-1,3,8-triaza-spiro[4.5]decane-2,4-dione